C(C)N(PN(CC)CC)CC tetraethyl-phosphanediamine